N(=[N+]=[N-])CCOCCOCCOCCNC(C1=CC=C(C=C1)C1OC2=C(C(=CC=C2C(C1)=O)O)O)=O N-(2-(2-(2-(2-azidoethoxy)ethoxy)ethoxy)ethyl)-4-(7,8-dihydroxy-4-oxochroman-2-yl)benzamide